FC1=C(C(=CC=C1)F)[C@H]1N(CCC1)C=1C(=C(C(=O)N[C@H](C)\C=C\S(=O)(=O)C)C=CC1)F ((S)-2-(2,6-Difluorophenyl)pyrrolidin-1-yl)-2-fluoro-N-((R,E)-4-(methylsulfonyl)but-3-en-2-yl)benzamide